C(C1=C(C(=CC(=C1)C(C)(C)CC(C)(C)C)C1=CC=CC=2NN=NC21)O)C2=C(C(=CC(=C2)C(C)(C)CC(C)(C)C)C2=CC=CC=1NN=NC12)O methylenebis(4-tert-octyl-6-benzotriazolylphenol)